5,7-DIMETHYL-2-(2-FLUOROPHENYL)-1H-INDOLE-3-CARBOXALDEHYDE CC=1C=C2C(=C(NC2=C(C1)C)C1=C(C=CC=C1)F)C=O